N-(5-fluoro-2-nitrobenzoyl)-N-methyl-glycine methyl ester COC(CN(C)C(C1=C(C=CC(=C1)F)[N+](=O)[O-])=O)=O